2-chloro-3-methoxy-benzoic acid hydrochloride Cl.ClC1=C(C(=O)O)C=CC=C1OC